C(C)(=O)N([C@@H](C)C(=O)N[C@@H](C)C(=O)O)C1[C@H](N)[C@@H](O[C@@H](C(=O)O)C)[C@H](O)[C@H](O1)CO N-acetyl-muramyl-L-alanyl-L-alanine